4-acetyl-N-(naphthalene-1-ylmethyl)-1H-pyrrole-2-carboxamide C(C)(=O)C=1C=C(NC1)C(=O)NCC1=CC=CC2=CC=CC=C12